ClC=1C(=NC(=NC1C)N1CC(C1)=O)N[C@H](C)C1=C(C=C(C=C1)Cl)Cl (R)-1-(5-chloro-4-((1-(2,4-dichlorophenyl)ethyl)amino)-6-methylpyrimidin-2-yl)azetidin-3-one